4-[2-(piperidin-1-yl)ethyl]piperidine N1(CCCCC1)CCC1CCNCC1